ClC1=NN(C=C1[N+](=O)[O-])C 3-chloro-1-methyl-4-nitropyrazole